O1C(=CC=C1)C=NCC=1OC=CC1 1-(2-furyl)-N-(2-furylmethyl)methanimine